C(C1=CC=CC=C1)N1C[C@H](C[C@H](C1)C)NC(OC(C)(C)C)=O tert-butyl N-[(3S,5R)-1-benzyl-5-methyl-3-piperidyl]carbamate